3-(hydroxymethyl)-4H-1,2,4-triazole, hydrochloride Cl.OCC1=NN=CN1